C1(CCCCC1)OC1=CC=C(C(=O)NC2=CNC3=CC(=C(C=C23)F)F)C=C1 4-(cyclohexyloxy)-N-(5,6-difluoro-1H-indol-3-yl)benzamide